FC(N1N=CC(=C1)C=1C(=CC(=NC1)NC1=NC(=NC=C1)C1=C(C=CC=C1OC)F)N1C[C@H](CCC1)CNC)F (R)-N-(5-(1-(difluoromethyl)-1H-pyrazol-4-yl)-4-(3-((methylamino)methyl)piperidin-1-yl)pyridin-2-yl)-2-(2-fluoro-6-methoxyphenyl)pyrimidin-4-amine